ClC=1C=CC(=NC1)C(C#N)=C1CCN(CC1)C(=O)N1CCC(CC1)O 2-(5-chloropyridin-2-yl)-2-(1-(4-hydroxypiperidine-1-carbonyl)piperidin-4-ylidene)acetonitrile